FC(C=1C=C(C=C(C1)C(F)(F)F)C1=CC=CC(=N1)/C=C/C(=O)C1CC(C1)(F)F)(F)F (E)-3-(6-(3,5-bis(trifluoromethyl)phenyl)pyridin-2-yl)-1-(3,3-difluorocyclobutyl)prop-2-en-1-one